NC1=C(SC=C1C)C(=O)N[C@@H](CCCCNC(=O)OC(C)(C)C)C(=O)OC methyl N2-(3-amino-4-methylthiophene-2-carbonyl)-N6-(tert-butoxycarbonyl)-L-lysinate